6-amino-5-(3-hydroxy-2,6-dimethyl-phenyl)-2,3-dimethyl-pyrrolo[2,3-b]pyrazine-7-carboxamide NC1=C(C=2C(=NC(=C(N2)C)C)N1C1=C(C(=CC=C1C)O)C)C(=O)N